C1=CC=CC=2SC3=CC=CC=C3N(C12)CCC#N 3-(10H-phenothiazin-10-yl)propionitrile